C(C)N(CCC)CCC1=CNC2=C(C(=C(C=C12)F)F)F N-ethyl-N-[2-(5,6,7-trifluoro-1H-indol-3-yl)ethyl]propan-1-amine